N-(4-((4-(2-(4-chlorophenyl)imidazo[1,2-a]pyridin-3-yl)-1H-1,2,3-triazol-1-yl)methyl)phenyl)-acetamide ClC1=CC=C(C=C1)C=1N=C2N(C=CC=C2)C1C=1N=NN(C1)CC1=CC=C(C=C1)NC(C)=O